COC1=CC(=CC=2C=C(C3(SC4=C(N3)C=CC=C4)OC21)C)[N+](=O)[O-] 8-methoxy-3-methyl-6-nitrospiro[2H-1-benzopyran-2,2'-benzothiazoline]